CC1(CC1)C(=O)OCCNP(=O)(OC1=CC=CC=C1)OC[C@]1(O[C@H]([C@@H]([C@@H]1O)O)C1=CC=C2C(=NC=NN21)N)C#N 2-(((((2R,3S,4R,5S)-5-(4-aminopyrrolo[2,1-f][1,2,4]triazin-7-yl)-2-cyano-3,4-dihydroxytetrahydrofuran-2-yl)methoxy)(phenoxy)phosphoryl)amino)ethyl 1-methylcyclopropane-1-carboxylate